4,4'-carbonyl-dibenzoic acid C(=O)(C1=CC=C(C(=O)O)C=C1)C1=CC=C(C(=O)O)C=C1